trimethoxy(3-(N-piperidyl)propyl)silane CO[Si](CCCN1CCCCC1)(OC)OC